(+)-2-(2-((5-(1-aminoisoquinolin-5-yl)-1'-propionyl-2,3-dihydrospiro[inden-1,4'-piperidin]-3-yl)oxy)phenyl)acetic acid NC1=NC=CC2=C(C=CC=C12)C=1C=C2C(CC3(CCN(CC3)C(CC)=O)C2=CC1)OC1=C(C=CC=C1)CC(=O)O